ClC=1C=C(C=C(C1[C@H]1N([C@@H](CC2=C3C(=CC=C12)NN=C3)C)CC(F)(F)F)Cl)N[C@H]3[C@@H](CN(C3)CCCF)O (3R,4R)-4-((3,5-Dichloro-4-((6S,8R)-8-methyl-7-(2,2,2-trifluoroethyl)-6,7,8,9-Tetrahydro-3H-pyrazolo[4,3-f]isoquinolin-6-yl)phenyl)amino)-1-(3-fluoropropyl)pyrrolidin-3-ol